FC(COC=1C=CC=2N(C1)N=CC2C2CCN(CC2)C(=O)OCC=2N=COC2)F oxazol-4-ylmethyl 4-(6-(2,2-difluoroethoxy)pyrazolo[1,5-a]pyridin-3-yl)piperidine-1-carboxylate